4-chloro-2-((3-(4-chlorophenethyl)-1,2,4-oxadiazol-5-yl)methyl)-5-(1H-pyrazol-1-yl)pyridazin-3(2H)-one ClC=1C(N(N=CC1N1N=CC=C1)CC1=NC(=NO1)CCC1=CC=C(C=C1)Cl)=O